(difluoromethoxy)-5-methylpyridinecarboxylic acid methyl ester COC(=O)C1=NC=C(C=C1OC(F)F)C